(2R)-methyl 2-hydroxypropionate O[C@@H](C(=O)OC)C